C1(CC1)C#CC1=CC=C2C=C(NC2=C1)C(=O)NC[C@H](CCCNC(OC(C)(C)C)=O)NC(OC(C)(C)C)=O (S)-di-tert-butyl (5-(6-(cyclopropylethynyl)-1H-indole-2-carboxamido)pentane-1,4-diyl)dicarbamate